C1(=CC=CC=C1)C1OC2=CC=CC=C2C(C1)=O 2-Phenyl-4-chromanone